Tert-butyl (12aR)-9-bromo-10-fluoro-8-(prop-1-yn-1-yl)-3,4,12,12a-tetrahydro-6H-pyrazino[2,1-c][1,4]benzoxazepine-2(1H)-carboxylate BrC1=C(C2=C(CN3[C@@H](CO2)CN(CC3)C(=O)OC(C)(C)C)C=C1C#CC)F